trin-butylphosphate C(CCC)OP(=O)(OCCCC)OCCCC